FC1=C(C(=CC=C1F)F)C1=NN(C(=C1)C)C 3-(2,3,6-trifluorophenyl)-1,5-dimethyl-pyrazole